4-methylthiophenylacetonitrile CSC1=CC=C(C=C1)CC#N